CC1(OCC(O1)CN1N=NN(C1=S)CC1OC(OC1)(C)C)C 1,4-Bis(2,2-dimethyl-1,3-dioxolan-4-ylmethyl)-1,4-dihydro-5H-tetrazole-5-thione